2,2'-((8-chloro-1,5-dioxo-6-(pyrimidin-4-ylamino)-1,2,3,5-tetrahydroimidazo[1,5-a]pyridin-3,3-diyl)bis(ethane-2,1-diyl))bis(isoindoline-1,3-dione) ClC1=C2N(C(C(=C1)NC1=NC=NC=C1)=O)C(NC2=O)(CCN2C(C1=CC=CC=C1C2=O)=O)CCN2C(C1=CC=CC=C1C2=O)=O